(7R,14R)-1-(difluoromethoxy)-10-fluoro-11-[2-(2-hydroxypropan-2-yl)pyrimidin-5-yl]-9-(trifluoromethyl)-6,7-dihydro-7,14-methanobenzimidazo[1,2-b][2,5]benzodiazocin-5(14H)-one FC(OC1=CC=CC=2C(N[C@H]3C=4N([C@@H](C21)C3)C3=C(N4)C(=C(C(=C3)C=3C=NC(=NC3)C(C)(C)O)F)C(F)(F)F)=O)F